5-[(3S)-3-methyl-2,3,4,5-tetrahydropyridin-6-yl]indazole C[C@@H]1CN=C(CC1)C=1C=C2C=NNC2=CC1